C(CC(O)(C(=O)O)CC(=O)O)(=O)O.FC1=CC=C(C=C1)[C@@]1(CCOC2(CCCC2)C1)CCNCC1=C(C=CC=C1)C1=CC=NC=C1 (R)-2-(9-(4-fluorophenyl)-6-oxaspiro[4.5]decan-9-yl)-N-(2-(pyridin-4-yl)benzyl)ethanamine monocitrate